C(C)(C)(C)OC(=O)N1CC(CC1)(C)C#CC1=C(C=C2C(=NC=NC2=C1)NC1=C(C(=CC=C1)Cl)F)[N+](=O)[O-] 3-((4-((3-chloro-2-fluorophenyl)amino)-6-nitroquinazolin-7-yl)ethynyl)-3-methylpyrrolidine-1-carboxylic acid tert-butyl ester